1-methyl-4-[1-methyl-4-(1-methyl-4-{3-[(1-methylimidazol-2-yl)formamido]propanamido}pyrrole-2-amido)imidazole-2-amido]pyrrole-2-carboxylic acid CN1C(=CC(=C1)NC(=O)C=1N(C=C(N1)NC(=O)C=1N(C=C(C1)NC(CCNC(=O)C=1N(C=CN1)C)=O)C)C)C(=O)O